1-[4-[(5-cyclopropyl-1H-pyrazol-3-yl)amino]pyrimidin-2-yl]-3-methylsulfonyl-piperidine-3-carbonitrile C1(CC1)C1=CC(=NN1)NC1=NC(=NC=C1)N1CC(CCC1)(C#N)S(=O)(=O)C